C(C)NC[C@H](C(F)(F)F)O (2R)-3-(ethylamino)-1,1,1-trifluoro-propan-2-ol